NC=1N=NC(=CC1N1CCN(CCC1)C1=NC(=NC=C1)/C=C/CNC(=O)C1=NC2=CC=CC=C2N=C1)C1=C(C=CC=C1)O (E)-N-(3-(4-(4-(3-amino-6-(2-hydroxyphenyl)pyridazin-4-yl)-1,4-diazepan-1-yl)pyrimidin-2-yl)allyl)quinoxaline-2-carboxamide